ClC=1C=C(C=2N(N1)C=CN2)[C@@H]2[C@H](C2)C=2C=CC1=C(N(C(=N1)C(F)(F)F)CC(F)(F)F)C2 6-chloro-8-((1S,2S)-2-(1-(2,2,2-trifluoroethyl)-2-(trifluoromethyl)-1H-benzo[d]imidazol-6-yl)cyclopropyl)imidazo[1,2-b]pyridazine